6-((4-Hydroxybutyl)(methyl)amino)undecane-1,11-diyl bis(3-cyclopentadecyl-propanoate) C1(CCCCCCCCCCCCCC1)CCC(=O)OCCCCCC(CCCCCOC(CCC1CCCCCCCCCCCCCC1)=O)N(C)CCCCO